Methyl 4-(difluoromethoxy)-2-(4-(trifluoromethyl)phenyl)quinoline-7-carboxylate FC(OC1=CC(=NC2=CC(=CC=C12)C(=O)OC)C1=CC=C(C=C1)C(F)(F)F)F